perfluoro-3-methoxy-n-propylvinyl ether FC(=C(C(C(C(OC(F)(F)F)(F)F)(F)F)(F)F)F)OC(=C(F)C(C(C(F)(F)OC(F)(F)F)(F)F)(F)F)F